NCCN1C(C2=CC3=C(N=CC=C3N2CC1)OCC(F)(F)F)=O 11-(2-Aminoethyl)-6-(2,2,2-trifluoroethoxy)-1,5,11-triazatricyclo[7.4.0.02,7]trideca-2,4,6,8-tetraen-10-one